tertbutyl 2-[6-(2-cyano-3,6-difluoro-phenoxy)quinazolin-4-yl]oxy-7-azaspiro[3.5]nonane-7-carboxylate C(#N)C1=C(OC=2C=C3C(=NC=NC3=CC2)OC2CC3(C2)CCN(CC3)C(=O)OC(C)(C)C)C(=CC=C1F)F